phenyl-(2-thienyl)phosphine oxide C1(=CC=CC=C1)P(C=1SC=CC1)=O